NC1=NC(=NC=2N1N=C(N2)C=2OC=CC2)NCCC2=CC=C(C=C2)O 4-(2-[7-amino-2-{2-furyl}{1,2,4}triazolo{2,3-a}{1,3,5}triazin-5-yl-amino]ethyl)phenol